(5-amino-1-{6-[(2,6-difluorophenyl)oxy]-4-methylpyridin-3-yl}pyrazol-4-yl)[5-(3,4,5,6-tetrahydro-2H-pyran-4-yl)-5,6,7,8-tetrahydro-1H-pyrrolo[2,3-g]quinolin-2-yl]methanone NC1=C(C=NN1C=1C=NC(=CC1C)OC1=C(C=CC=C1F)F)C(=O)C1=CC=2C(=CC=3CCCN(C3C2)C2CCOCC2)N1